C(CC)C12CC3(CC(CC(C1)C3)C2)N 3-n-propyl-adamantane-1-amine